C(C(C)(C)C)C1C=CC=2C1=C1CCCCC1=CC2 1-neopentyl-6,7,8,9-tetrahydro-1H-cyclopenta[a]naphthalene